C(C)(C)NC(O[C@H]1C[C@H](CC1)C=1NN=C(C1)NC(=O)C=1C=C2C=NN(C2=C(C1)C1OCCO1)COCC[Si](C)(C)C)=O (1R,3S)-3-{5-[7-(1,3-Dioxolan-2-yl)-1-{[2-(trimethylsilyl)ethoxy]methyl}indazole-5-amido]-2H-pyrazol-3-yl}cyclopentyl N-isopropylcarbamate